ClC1=NC2=CC=CC=C2C(=C1)[C@H]1N(CCC1)C(=O)OC(C)(C)C tert-butyl (S)-2-(2-chloroquinolin-4-yl)pyrrolidine-1-carboxylate